3-(3-bromo-2-fluoro-phenoxy)-6-chloro-N-[2-(2-chloro-4-methylphenyl)-2,2-difluoroethyl]-5-methylpyridazine-4-carboxamide BrC=1C(=C(OC=2N=NC(=C(C2C(=O)NCC(F)(F)C2=C(C=C(C=C2)C)Cl)C)Cl)C=CC1)F